Tert-butyl 4-[[3-[2-[1-(2,6-dioxo-3-piperidyl) 3-methyl 2-oxo-benzimidazol-4-yl]ethynyl] azetidin-1-yl]methyl]piperidine-1-carboxylate O=C1NC(CCC1N1C(N(C2=C1C=CC=C2C#CC2CN(C2)CC2CCN(CC2)C(=O)OC(C)(C)C)C)=O)=O